trans-methyl-4-aminocyclohexane-1-carboxylate COC(=O)[C@@H]1CC[C@H](CC1)N